C1C(CC2=CC=CC=C12)N(C(=O)C1=NC(=CC(=C1)NC(OC(C)(C)C)=O)NC1=C(C=CC=C1)F)C Tert-butyl (2-((2,3-dihydro-1H-inden-2-yl)(methyl)carbamoyl)-6-((2-fluorophenyl)amino)-pyridin-4-yl)carbamate